ON1C(C(=C(C=C1C1CCCCC1)C)C)=O 1-hydroxy-4-methyl-6-cyclohexyl-methyl-pyridin-2-one